[C@H]12CN(C[C@H](CC1)N2)C=2C1=C(N=C(N2)OC[C@]23CCCN3C[C@@H](C2)F)C(=C(N=C1)C1=CC=CC=C1)F 4-((1R,5S)-3,8-diazabicyclo[3.2.1]octan-3-yl)-8-fluoro-2-(((2R,7aS)-2-fluorotetrahydro-1H-pyrrolizin-7a(5H)-yl)methoxy)-7-phenylpyrido[4,3-d]pyrimidine